C(C)(C)(C)OC(NCCC1=NOC(N1)=O)=O (2-(5-oxo-4,5-dihydro-1,2,4-oxadiazol-3-yl)ethyl)carbamic acid tert-butyl ester